C1(=CC=CC=C1)C1CC(C1)O 3-phenylcyclobutanol